dicyclohexylammonium, hydrochloride Cl.C1(CCCCC1)[NH2+]C1CCCCC1